C1(=CC=CC=C1)S(=O)(=O)N1C=CC2=C1N=C(N=C2)Cl 7-(benzenesulfonyl)-2-chloropyrrolo[2,3-d]pyrimidine